C(C)OC(CC1CN(CCN1)C(=O)[O-])=O 3-(2-Ethoxy-2-oxoethyl)piperazine-1-carboxylate